methyl 2-(3-(4-chlorophenyl)-1-methylureido)-5-oxo-5H-thieno[3,2-b]pyran-6-carboxylate ClC1=CC=C(C=C1)NC(N(C)C1=CC=2OC(C(=CC2S1)C(=O)OC)=O)=O